3-[4-[1-[(3S,4S)-3-fluoro-4-piperidinyl]azetidin-3-yl]-3-methyl-2-oxo-benzimidazol-1-yl]piperidine-2,6-dione F[C@H]1CNCC[C@@H]1N1CC(C1)C1=CC=CC=2N(C(N(C21)C)=O)C2C(NC(CC2)=O)=O